N(=[N+]=[N-])C=1C(=NC(=CC1)Br)N1CCC2(CC2)CC1 6-(3-azido-6-bromo-2-pyridyl)-6-azaspiro[2.5]octane